FC1=C(C=C(C=C1)F)OB(O)O 2,5-difluorophenylboric acid